OC1=CC=C(C=C1)CCCC1=CC=C(O1)C(=O)O 5-(3-(4-hydroxyphenyl)propyl)furan-2-carboxylic acid